3-chloro-6-formyl-N-(3-((1s,3s)-3-methyl-1-(4-methyl-4H-1,2,4-triazol-3-yl)cyclobutyl)phenyl)imidazo[1,2-a]pyridine-8-carboxamide ClC1=CN=C2N1C=C(C=C2C(=O)NC2=CC(=CC=C2)C2(CC(C2)C)C2=NN=CN2C)C=O